benzo[5,6][1,4]oxazino[2,3,4-kl]phenoxazine C1=CC=CC2=C1N1C3=C(C=CC=C3OC=3C=CC=CC13)O2